2-[3-(5-Trimethylstannanyl-furan-2-yl)-allyliden]-malononitril C[Sn](C1=CC=C(O1)C=CC=C(C#N)C#N)(C)C